(3R)-3-Amino-5-[(4-chlorophenyl)methyl]-8-fluoro-1,1-dioxo-7-[5-(3,3,3-trifluoropropyl)-1,3,4-oxadiazol-2-yl]-2,3-dihydro-1λ6,5-benzothiazepin-4-one N[C@H]1CS(C2=C(N(C1=O)CC1=CC=C(C=C1)Cl)C=C(C(=C2)F)C=2OC(=NN2)CCC(F)(F)F)(=O)=O